C(CCCCCCC\C=C/CCCCCC)NC(CCCCCCC\C=C/C\C=C/CCCCC)=O N-palmitoleyl-linoleamide